2,4,6-trimethylbenzoyl-9-oxo-2-methyl-9-phosphafluorene CC1=C(C(=O)C2=C(C=CC=3C4=CC=CC=C4P(C23)=O)C)C(=CC(=C1)C)C